C(C)(C)(C)OC(=O)N1C([C@@]2(C3=CC(=CC=C13)OC)[C@@H](C2)C2=CC=C1C(=NN(C1=C2)C(=O)OC(C)(C)C)NC=2C1=C(N=CN2)CCC1)=O (1R,2S)-2-[1-(tert-butoxycarbonyl)-3-[5H,6H,7H-cyclopenta[d]pyrimidin-4-ylamino]indazol-6-yl]-5'-methoxy-2'-oxospiro[cyclopropane-1,3'-indole]-1'-carboxylic acid tert-butyl ester